1-((1R,5S)-3-(8-fluoro-7-(3-hydroxynaphthalen-1-yl)-2-(((S)-1-methylpyrrolidin-2-yl)methoxy)quinazolin-4-yl)-3,8-diazabicyclo[3.2.1]octan-8-yl)-2-hydroxyethan-1-one FC=1C(=CC=C2C(=NC(=NC12)OC[C@H]1N(CCC1)C)N1C[C@H]2CC[C@@H](C1)N2C(CO)=O)C2=CC(=CC1=CC=CC=C21)O